(3'-amino-[1,1'-biphenyl]-4-yl)-N4'-butyl-[1,1'-biphenyl]-3,4'-diamine NC=1C=C(C=CC1)C1=CC=C(C=C1)C1=C(C=CC=C1N)C1=CC=C(C=C1)NCCCC